O.O.[Os+6] osmium (VI) dihydrate